Ethyl (1S,2S)-2-((tert-butoxycarbonyl)amino)-5-hydroxycyclohexane-1-carboxylate C(C)(C)(C)OC(=O)N[C@@H]1[C@H](CC(CC1)O)C(=O)OCC